1-(5-(1-Methyl-1H-pyrazol-5-yl)pyridin-2-yl)piperazine CN1N=CC=C1C=1C=CC(=NC1)N1CCNCC1